2-fluoro-4-(1-(2-fluoro-4-((S)-3-chloropyrrolidin-1-yl)phenyl)-3-((R)-3-(methylamino)piperidine-1-carbonyl)-1H-pyrazol-5-yl)benzonitrile FC1=C(C#N)C=CC(=C1)C1=CC(=NN1C1=C(C=C(C=C1)N1C[C@H](CC1)Cl)F)C(=O)N1C[C@@H](CCC1)NC